benzyl 3-methyl-4-oxoazepane-1-carboxylate CC1CN(CCCC1=O)C(=O)OCC1=CC=CC=C1